4-(2-(4-chloro-2-fluorophenyl)-2-methylbenzo[d][1,3]dioxolan-4-yl)3,6-dihydropyridine hydrochloride Cl.ClC1=CC(=C(C=C1)C1(OC2=C(O1)C=CC=C2C=2CC=NCC2)C)F